OC1=CC=C(C=C(C(=O)[O-])C#N)C=C1 4-hydroxy-α-cyanocinnamate